CC(C)C(CCCCCC)C 2,3-dimethylnonane